2,6-Di-tert.butyl-4-methyl-phenol C(C)(C)(C)C1=C(C(=CC(=C1)C)C(C)(C)C)O